(R)-N1-(5-carbamoyl-2-methylphenyl)-N2-(4-(4-hydroxyphenyl)butan-2-yl)oxalamide C(N)(=O)C=1C=CC(=C(C1)NC(C(=O)N[C@H](C)CCC1=CC=C(C=C1)O)=O)C